C=CCCCCCCCCCC dodecen